N-[4-chloro-2-[[(1S)-3-(methylamino)-1-[[(3S,5R)-5-methyl-2-oxo-pyrrolidin-3-yl]methyl]-2,3-dioxo-propyl]carbamoyl]phenyl]-2-(trifluoromethyl)pyrimidine-5-carboxamide ClC1=CC(=C(C=C1)NC(=O)C=1C=NC(=NC1)C(F)(F)F)C(N[C@H](C(C(=O)NC)=O)C[C@H]1C(N[C@@H](C1)C)=O)=O